C1(CC1)C=1C(=NC(=NC1C=1C=NN(C1)C)S(=O)(=O)C)N(C1=NN(C(=C1)C)C1OCCCC1)CC1=CC=C(C=C1)OC 5-cyclopropyl-N-[(4-methoxyphenyl)methyl]-6-(1-methylpyrazol-4-yl)-2-methylsulfonyl-N-(5-methyl-1-tetrahydropyran-2-yl-pyrazol-3-yl)pyrimidin-4-amine